C1(=CC=C(C=C1)S(=O)(=O)OCCCCOCC(=O)OC(C)(C)C)C tert-butyl 2-[4-(p-tolylsulfonyloxy)butoxy]acetate